C1(CC1)C(=O)C1=CNC(C2=CC(=CC=C12)S(=O)(=O)Cl)=O 4-(cyclopropanecarbonyl)-1-oxo-1,2-dihydroisoquinoline-7-sulfonyl chloride